1-(trans-1-(2-methoxyethyl)-4-phenylpyrrolidin-3-yl)-3-(2-phenyl-2,4,5,6-tetrahydrocyclopenta[c]pyrazol-3-yl)thiourea COCCN1C[C@H]([C@@H](C1)C1=CC=CC=C1)NC(=S)NC1=C2C(=NN1C1=CC=CC=C1)CCC2